BrC=1SC(=C(N1)C(=O)N)C(F)F 2-bromo-5-(difluoromethyl)thiazole-4-carboxamide